C(CCC)C1=CC=CC2=C1N=C(S2)SNC(C)(C)CC butyl-N-tert-amylbenzothiazole-2-sulfenamide